C1(CCCCC1)SC1=CC=2C(=NN(N2)C2=C(C(=CC(=C2)C)C(C)(C)C)O)C=C1 5-cyclohexylthio-2-(2-hydroxy-3-tert-butyl-5-methylphenyl)-2H-benzotriazole